(3E,6R)-6-isopropenyl-3,9-dimethyl-3,9-decadienyl propionate C(CC)(=O)OCC\C(=C\C[C@@H](CCC(=C)C)C(=C)C)\C